FC(OC=1C=C(C(=NC1OC)N)F)F 5-(difluoromethoxy)-3-fluoro-6-methoxy-pyridin-2-amine